COC1=C(NCC#CC=2N=C3N(C=CC=C3[C@H]3N[C@]4(CC3)CN(CC4)C)C2CC(F)(F)F)C=CC(=C1)S(=O)(=O)C 2-methoxy-N-(3-(8-((2S,5S)-7-methyl-1,7-diazaspiro[4.4]nonan-2-yl)-3-(2,2,2-trifluoroethyl)imidazo[1,2-a]pyridin-2-yl)prop-2-yn-1-yl)-4-(methylsulfonyl)aniline